C(C1=CC=CC=C1)(=O)O.OC\C=C\C1=CC(OC)=C(O)C=C1 coniferol benzoate